(S)-4-methoxy-5-((tetrahydrofuran-3-yl)oxy)-2-((2-(trimethylsilyl)ethoxy)methyl)-2H-indazole-7-carboxylic acid COC=1C2=CN(N=C2C(=CC1O[C@@H]1COCC1)C(=O)O)COCC[Si](C)(C)C